BrC1=CC(=C2C(NN=C(C2=C1)CN1C(C2=CC=CC=C2C1=O)=O)=O)OCOCC[Si](C)(C)C 2-((7-bromo-4-oxo-5-((2-(trimethylsilyl)ethoxy)methoxy)-3,4-dihydrophthalazin-1-yl)methyl)isoindole-1,3-dione